C(C)(C1=C(C(=CC(=C1)C(C)(C)C)C(C)(C)C)O)C1=C(C(=CC(=C1)C(C)(C)C)C(C)(C)C)O 2,2'-Ethylidenebis(4,6-di-tert-butylphenol)